C(N)(OC1CC(N(CC1)CCCOC1=CC(OC2=CC(=CC=C12)C1=CC=NC=C1)=O)C(C)(C)C)=O (tert-butyl 1-(3-((2-oxo-7-(pyridin-4-yl)-2H-chromen-4-yl) oxy) propyl) piperidin-4-yl) carbamate